o-xylene sodium [Na].C=1(C(=CC=CC1)C)C